3-[(3S,4R)-4-[(6-cyclopropyl-7H-pyrrolo[2,3-d]pyrimidin-4-yl)amino]chroman-3-yl]oxy-2,2-dimethyl-propanenitrile C1(CC1)C1=CC2=C(N=CN=C2N[C@H]2[C@@H](COC3=CC=CC=C23)OCC(C#N)(C)C)N1